((1s,3s)-3-hydroxy-3-methylcyclobutyl)(7-(pyrazolo[1,5-a]pyridin-7-yl)-2-azaspiro[3.5]non-2-yl)methanone OC1(CC(C1)C(=O)N1CC2(C1)CCC(CC2)C2=CC=CC=1N2N=CC1)C